COC(=O)C1=CC(=C2C(=N1)C(N(C2(O)C2=C(C=CC=C2)Cl)CC2=CC=C(C=C2)OC)=O)N=[N+]=[N-] 4-azido-5-(2-chlorophenyl)-5-hydroxy-6-[(4-methoxyphenyl)methyl]-7-oxo-5H,6H,7H-pyrrolo[3,4-b]pyridine-2-carboxylic acid methyl ester